C[C@]12CC[C@@H]([C@]([C@@H]1CC[C@@]3([C@@H]2CC=C4[C@]3(CC[C@@]5([C@H]4CC(C[C@H]5O)(C)C)C)C)C)(C)CO)O[C@H]6[C@@H]([C@H]([C@@H]([C@H](O6)C(=O)O)O)O)O The molecule is a triterpenoid saponin that is the 3-O-beta-glucuronide of soyasapogenol B. It is a beta-D-glucosiduronic acid and a triterpenoid saponin. It derives from a soyasapogenol B. It is a conjugate acid of a soyasapogenol B 3-O-beta-glucuronate.